C1(CC1)C(=O)NC1=CC(=C(N=N1)C(=O)NC([2H])([2H])[2H])NC1=CC=CC=2C3=C([C@@H](N(C12)C)C)N(C(=N3)C3CC3)C (S)-6-(cyclopropanecarboxamido)-4-((2-cyclopropyl-3,4,5-trimethyl-4,5-dihydro-3H-imidazo[4,5-c]quinolin-6-yl)amino)-N-(methyl-d3)pyridazine-3-carboxamide